BrC=1C=C2C=CNC(C2=C(C1)C(F)(F)F)=O 6-bromo-8-(trifluoromethyl)-2H-isoquinolin-1-one